N[C@@H]1C2=CC=CC=C2CC12CCN(CC2)C=2N=C(C1=C(N2)NC=C1C1=C(C2=C(N(N=C2C=C1)C)Cl)Cl)C#N (S)-2-(1-amino-1,3-dihydrospiro[indene-2,4'-piperidin]-1'-yl)-5-(3,4-dichloro-2-methyl-2H-indazol-5-yl)-7H-pyrrolo[2,3-d]pyrimidine-4-carbonitrile